(1-piperazinyl)benzo[b]thiophene N1(CCNCC1)C1=CC2=C(S1)C=CC=C2